tert-butyl 2-oxoacetate O=CC(=O)OC(C)(C)C